C1(CC1)CN1N=CC(=C1C(=O)NC1=NC2=C(N1)C(=CC(=C2)C(=O)N)OC)C 2-(1-(cyclopropylmethyl)-4-methyl-1H-pyrazole-5-carboxamido)-7-methoxy-1H-benzo[d]Imidazole-5-carboxamide